OC1(COC1)C1=CC=C(C=C1)C(=O)N1CC2=NN(C=C2C1)C1=CC=C(C=C1)C(F)(F)F (4-(3-hydroxyoxetan-3-yl)phenyl)(2-(4-(trifluoromethyl)phenyl)-2,6-dihydropyrrolo[3,4-c]pyrazol-5(4H)-yl)methanone